OC1(CCC(CC1)N1CCC2N(CCCC21)C(=O)OC(C)(C)C)C2=NC=CC=C2 tert-butyl 1-[4-hydroxy-4-(pyridin-2-yl)cyclohexyl]-octahydro-1H-pyrrolo[3,2-b]pyridine-4-carboxylate